tert-butyl 4-methyl-2-oxo-9-azabicyclo[4.2.1]nonane-9-carboxylate CC1CC(C2CCC(C1)N2C(=O)OC(C)(C)C)=O